COC=1C=NN2C1C(=C(C=C2)NC(OC(C)(C)C)=O)OC Tert-butyl (3,4-dimethoxypyrazolo[1,5-a]pyridin-5-yl)carbamate